(R)-(6-cyclopropyl-imidazo[1,5-a]pyrazin-5-yl)-(1-phenyl-1H-[1,2,3]triazol-4-yl)-methanol C1(CC1)C=1N=CC=2N(C1[C@@H](O)C=1N=NN(C1)C1=CC=CC=C1)C=NC2